ClC1=C(NC2=NSC=3C2=NC=C(N3)C=O)C=CC=C1C1=CC3=C(OCCO3)C=C1 3-(2-chloro-3-(1,4-benzodioxan-6-yl)anilino)isothiazolo[4,5-b]pyrazine-6-aldehyde